dimethylolhydroxylamine hydrochloride Cl.C(O)N(O)CO